C(CCCCCCCCCO)CCCCCCCCC(=O)O The molecule is an omega-hydroxy-long-chain fatty acid that is nonadecanoic acid in which one of the hydrogens of the terminal methyl group has been replaced by a hydroxy group. It is a straight-chain saturated fatty acid and an omega-hydroxy-long-chain fatty acid. It derives from a nonadecanoic acid.